N-BUTYL-2-(4-CHLORO-2-FORMYLPHENOXY)PROPANAMIDE C(CCC)NC(C(C)OC1=C(C=C(C=C1)Cl)C=O)=O